C1(CC1)C1=C(C(=NO1)C1=C(C=NC=C1Cl)Cl)COC12CCC(CC1)(CC2)C#CC=2C=C1C=CN=C(C1=CC2)N2CCN(CC2)C 6-((4-((5-Cyclopropyl-3-(3,5-dichloropyridin-4-yl)isoxazol-4-yl)methoxy)bicyclo[2.2.2]octan-1-yl)ethynyl)-1-(4-methylpiperazin-1-yl)isochinolin